C(#N)C1=CC=CC=2N(C=NC21)C(=O)NCCCCC2=CC=CC=C2 4-Cyano-N-(4-phenylbutyl)-1H-benzo[d]imidazole-1-carboxamide